P(=O)(=O)CCCC(CC)=O 6-phospho-3-hexanone